FC(C(=O)O)(F)F.FC=1C=C(C=CC1)C1CC=NN1C(C(C)(C)C)=O 1-(5-(3-fluorophenyl)-4,5-dihydro-1H-pyrazol-1-yl)-2,2-dimethylpropan-1-one 2,2,2-trifluoroacetate